C(CS)(=O)O.C(CS)(=O)O.C(CS)(=O)O.CC(CC)(C)C trimethylpropane tris(thioglycolate)